C[C@@H]1CCN(C[C@@H]1NC)CC2=CC=CC=C2 cis-1-benzyl-N,4-dimethylpiperidin-3-amine